tert-butyl 4-{6-[(2-benzamidopyridin-4-yl)amino]-5-nitropyridin-2-yl}piperazine-1-carboxylate C(C1=CC=CC=C1)(=O)NC1=NC=CC(=C1)NC1=C(C=CC(=N1)N1CCN(CC1)C(=O)OC(C)(C)C)[N+](=O)[O-]